3,5-dichloro-N-(8-fluoro-2-methyl-4-oxo-3-((1S,2R)-2-phenylcyclobutyl)-3,4-dihydroquinazolin-5-yl)-4-hydroxybenzamide ClC=1C=C(C(=O)NC2=C3C(N(C(=NC3=C(C=C2)F)C)[C@@H]2[C@H](CC2)C2=CC=CC=C2)=O)C=C(C1O)Cl